2-(1H-pyrazol-5-yl)-3-oxo-3,4-dihydro-2H-benzo[b][1,4]oxazine-8-carbonitrile N1N=CC=C1C1C(NC2=C(O1)C(=CC=C2)C#N)=O